FC=1C=C2C(=NN(C(C2=CC1)=O)C)C(=O)N1CCN(CC1)C1=CC=CC=C1 6-fluoro-2-methyl-4-(4-phenylpiperazine-1-carbonyl)phthalazin-1-one